FC=1C=2N(C=CC1C(C)(C)O)C=C(N2)CCS(=O)(=O)C 8-fluoro-7-(2-hydroxypropan-2-yl)-2-(2-(methylsulfonyl)ethyl)imidazo[1,2-a]pyridine